4-(Dimethylamino)-1-((5-oxopyrrolidin-3-yl)methyl)-7-(trifluoromethyl)quinazolin-2(1H)-one CN(C1=NC(N(C2=CC(=CC=C12)C(F)(F)F)CC1CNC(C1)=O)=O)C